1-hexacosanol C(CCCCCCCCCCCCCCCCCCCCCCCCC)O